C(C)(=O)OC1=CC=C(C=C1)/C=C/C(=O)O (E)-3-(4-acetoxyphenyl)prop-2-enoic acid